C1(CCC1)C=1C(=NN(C1NC(=O)OC1=CC=CC=C1)C(=O)OC(C)(C)C)C1CC(C1)(F)F tert-butyl 4-cyclobutyl-3-(3,3-difluorocyclobutyl)-5-((phenoxycarbonyl)amino)-1H-pyrazole-1-carboxylate